C(C)(C)NC1=NC=CC(=C1)CN1C(N(C(C1(C)C)=O)C1=CC=C2C3(C(N(C2=C1)C)=O)CC3)=O 1-((2-(isopropylamino)pyridin-4-yl)methyl)-5,5-dimethyl-3-(1'-methyl-2'-oxospiro[cyclopropane-1,3'-indolin]-6'-yl)imidazolidine-2,4-dione